FC1(CC12CN(CC2)C2=CC(=C(C=N2)C(=O)N2CCN(CC2)C=2OC=1C(=NC(=CC1)C)N2)C)F (6-(1,1-difluoro-5-azaspiro[2.4]heptan-5-yl)-4-methylpyridin-3-yl)(4-(5-methyloxazolo[4,5-b]pyridin-2-yl)piperazin-1-yl)methanone